FC(C=1C=C(C=C(C1)C(F)(F)F)S(=O)(=O)NC1=C(C=C(C=C1C(C)C)C(C)C)C(C)C)(F)F 3,5-bis(trifluoromethyl)-N-(2,4,6-triisopropylphenyl)benzenesulfonamide